FC(C(=O)[O-])(F)F.F[C@H]1C[NH+](C[C@@H](C1)N(S(N)(=O)=O)C=1C=NN(C1)C)C (3R,5R)-3-Fluoro-1-methyl-5-[(1-methyl-1H-pyrazol-4-yl)(sulfamoyl)amino]-piperidin-1-ium trifluoroacetate